FC=1C=C(C=CC1F)[C@H](C)NC(=O)C1=NC(=CN=C1NCC1=CC=C(C=C1)C1=NC(=C(N=C1)N)O[C@@H]1[C@H](CCC1)N)C#N 3-{4-[5-Amino-6-((1S,2S)-2-amino-cyclopentyloxy)-pyrazin-2-yl]-benzylamino}-6-cyano-pyrazine-2-carboxylic acid [(S)-1-(3,4-difluorophenyl)-ethyl]-amide